FC1=CC(=C(OC2=C(C=C(C=C2)C(C)(C)O)C2=C3C(=NC(=C2)C)N(C=C3)S(=O)(=O)CC3=CC=CC=C3)C(=C1)C)C 2-(4-(4-fluoro-2,6-dimethylphenoxy)-3-(6-methyl-1-toluenesulfonyl-1H-pyrrolo[2,3-b]pyridin-4-yl)phenyl)propan-2-ol